BrC1=CC(=C(CC2=NC3=C(N2CCOC)C=C(C=C3)C(=O)OC(C)(C)C)C=C1F)CO tert-butyl 2-(4-bromo-5-fluoro-2-(hydroxymethyl)benzyl)-1-(2-methoxyethyl)-1H-benzo[d]imidazole-6-carboxylate